N-(5-((6-((R)-3-(3-fluorophenyl)isoxazolidine-2-yl)pyrimidine-4-yl)amino)-4-methoxy-2-(2-methyl-1H-imidazole-1-yl)phenyl)acrylamide FC=1C=C(C=CC1)[C@@H]1N(OCC1)C1=CC(=NC=N1)NC=1C(=CC(=C(C1)NC(C=C)=O)N1C(=NC=C1)C)OC